2-(3-chloro-4-(6-(1-methylcyclopropoxy)-9-(2-(thiazol-2-yl)ethyl)-9H-purin-8-yl)phenyl)acetamide ClC=1C=C(C=CC1C=1N(C2=NC=NC(=C2N1)OC1(CC1)C)CCC=1SC=CN1)CC(=O)N